2-(3-(2-(2-Aminoethoxy)ethoxy)propionylamino)-N-(5-methyl-4-(tetrahydro-2H-pyran-4-yl)thiazol-2-yl)benzamide NCCOCCOCCC(=O)NC1=C(C(=O)NC=2SC(=C(N2)C2CCOCC2)C)C=CC=C1